OC([C@@H](C1=CC=C(C=C1)OC[C@@H](CCC)C([2H])([2H])[2H])NC(OC(C)(C)C)=O)(C([2H])([2H])[2H])C([2H])([2H])[2H] tert-Butyl ((R)-2-hydroxy-2-(methyl-d3)-1-(4-(((R)-2-(methyl-d3)pentyl)oxy)phenyl)propyl-3,3,3-d3)carbamate